1-((3r,5r)-1-benzyl-5-((tert-butyldimethylsilyl)oxy)piperidin-3-yl)-3-(4-phenoxyphenyl)-1H-pyrazolo[3,4-d]pyrimidin-4-amine C(C1=CC=CC=C1)N1C[C@@H](C[C@H](C1)O[Si](C)(C)C(C)(C)C)N1N=C(C=2C1=NC=NC2N)C2=CC=C(C=C2)OC2=CC=CC=C2